C1(CC1)C1=NC(=CC(=C1)C1=C(C=C(C#N)C=C1)C1=NN=CN1C)N1C(C2=CC(=CC=C2C1)C(C)N1CC2(COC2)C1)=O 4-(2-Cyclopropyl-6-{6-[1-{2-oxa-6-azaspiro[3.3]heptan-6-yl}ethyl]-1-oxo-3H-isoindol-2-yl}pyridin-4-yl)-3-(4-methyl-1,2,4-triazol-3-yl)benzonitrile